ClC=1C=C(C=CC1)C1=CC=C(C=C1)C=1C2=C(N=C(N1)C1=CC=CC=C1)C1=C(S2)C=CC=C1 4-(3'-chloro-[1,1'-biphenyl]-4-yl)-2-phenylbenzo[4,5]thieno[3,2-D]pyrimidine